N-(7-(6-(2-fluoro-5-(trifluoromethoxy)benzyl)-5-oxo-5,6,7,8-tetrahydro-1,6-naphthyridin-3-yl)-5,6,7,8-tetrahydro-[1,2,4]triazolo[1,5-a]pyrazin-2-yl)acetamide FC1=C(CN2C(C=3C=C(C=NC3CC2)N2CC=3N(CC2)N=C(N3)NC(C)=O)=O)C=C(C=C1)OC(F)(F)F